8-[5-[5-[(1R)-1-(3,5-dichloro-4-pyridyl)ethoxy]-1H-indazol-3-yl]-2-pyridyl]-2,8-diazaspiro[4.5]decan-1-one ClC=1C=NC=C(C1[C@@H](C)OC=1C=C2C(=NNC2=CC1)C=1C=CC(=NC1)N1CCC2(CCNC2=O)CC1)Cl